CC1=NC(=NO1)CNCC1=C(OCC2=C(C#N)C=CC=N2)C=CC=C1 2-((((((5-methyl-1,2,4-oxadiazol-3-yl)methyl)amino)methyl)phenoxy)methyl)nicotinonitrile